ClC=1C(=C(C(=CC1F)F)NC(C)=O)[N+](=O)[O-] N-(3-chloro-4,6-difluoro-2-nitrophenyl)acetamide